FC1=C(C=C(C(=C1)C)S(=O)(=O)CCC(F)(F)F)N=C1SCC(N1CC(F)(F)F)=O 2-({2-fluoro-4-methyl-5-[(3,3,3-trifluoropropyl)sulfonyl]phenyl}imino)-3-(2,2,2-trifluoroethyl)-1,3-thiazolidin-4-one